N-(4-(4-Amino-7-(oxetan-3-yl)-7H-pyrrolo[2,3-d]pyrimidin-5-yl)phenyl)-6-Isopropyl-2-(5-methylpyridin-2-yl)-3-oxo-2,3-dihydropyridazine-4-carboxamide NC=1C2=C(N=CN1)N(C=C2C2=CC=C(C=C2)NC(=O)C=2C(N(N=C(C2)C(C)C)C2=NC=C(C=C2)C)=O)C2COC2